γ-methylvaleraldehyde CC(CCC=O)C